C(C)(C)N1N=CC=C1C(=O)N1CCC(CC1)OC=1C=CC=C2C(=NN(C12)C)C1C(NC(CC1)=O)=O 3-(7-((1-(1-Isopropyl-1H-pyrazole-5-carbonyl)piperidin-4-yl)oxy)-1-methyl-1H-indazol-3-yl)piperidine-2,6-dione